methyl 2-amino-4-(6-(bis(4-methoxybenzyl)amino)-4-methyl-3-(trifluoromethyl)pyridin-2-yl)-3-fluorobenzoate NC1=C(C(=O)OC)C=CC(=C1F)C1=NC(=CC(=C1C(F)(F)F)C)N(CC1=CC=C(C=C1)OC)CC1=CC=C(C=C1)OC